C(C)(C)(C)C=1C=CC=2N(C3=CC=C(C=C3C2C1)C(C)(C)C)C1=CC=C(C=C1)C=1C(=C(C(=C(C1C1=NC2=C(N1C1=CC=CC=C1)C=CC=C2)C2=CC=CC=1OC3=C(C12)C=CC=C3)C3=CC=C(C=C3)N3C1=CC=C(C=C1C=1C=C(C=CC31)C(C)(C)C)C(C)(C)C)C3=CC=CC=1OC2=C(C13)C=CC=C2)C#N 4,4''-bis(3,6-di-tert-butyl-9H-carbazol-9-yl)-3',5'-bis(dibenzo[b,d]furan-1-yl)-6'-(1-phenyl-1H-benzo[d]imidazol-2-yl)-[1,1':4',1''-terphenyl]-2'-carbonitrile